N-(1,3-Benzodioxol-5-yl)-3-[5-(2,4-dimethylpyrazol-3-yl)sulfonyl-3-(trifluoromethyl)-6,7-dihydro-4H-pyrazolo[4,3-c]pyridin-1-yl]-N-methyl-benzamide O1COC2=C1C=CC(=C2)N(C(C2=CC(=CC=C2)N2N=C(C=1CN(CCC12)S(=O)(=O)C=1N(N=CC1C)C)C(F)(F)F)=O)C